S1C(=NC2=C1C=CC=C2)CC(=O)O 2-benzothiazolacetic acid